N-(3-Cyclobutyl-1-methyl-1H-pyrazol-5-yl)-6-(imidazo[1,2-a]pyridin-3-carbonyl)-4,5,6,7-tetrahydrothieno[2,3-c]pyridin-3-carboxamid C1(CCC1)C1=NN(C(=C1)NC(=O)C1=CSC=2CN(CCC21)C(=O)C2=CN=C1N2C=CC=C1)C